CC1N(CCC(C1)N(C=1N=NC(=CC1)C=1C=CC(=C2C=NNC12)C=1C=NN(C1)C1OCCCC1)C)C(=O)[O-] 2-methyl-4-[methyl(6-[4-[1-(oxan-2-yl)pyrazol-4-yl]-1H-indazol-7-yl]pyridazin-3-yl)amino]piperidine-1-carboxylate